Trans-butyl-6-[(5-methyl-1H-pyrazol-3-yl)amino]-2-(methyl[5-hydroxyadamantan-2-yl]amino)pyrimidine-4-carboxylate C(CCC)OC(=O)C1=NC(=NC(=C1)NC1=NNC(=C1)C)N(C1C2CC3CC(CC1C3)(C2)O)C